C(C(C)C)N1C(C=2C=NC(=CC2C1)OCC=1C(=NOC1C)C=1C=NC(=CC1)C)=O 2-Isobutyl-6-((5-methyl-3-(6-methylpyridin-3-yl)isoxazol-4-yl)methoxy)-1H-pyrrolo[3,4-c]pyridin-3(2H)-on